5-{4-Amino-5-[(4,4-difluoropiperidin-1-yl)methyl]pyrrolo[2,1-f][1,2,4]triazin-7-yl}-N-[(3R,4S)-1-(3,4-difluorobenzoyl)-4-fluoropyrrolidin-3-yl]-2-methoxypyridin-3-carboxamid NC1=NC=NN2C1=C(C=C2C=2C=C(C(=NC2)OC)C(=O)N[C@@H]2CN(C[C@@H]2F)C(C2=CC(=C(C=C2)F)F)=O)CN2CCC(CC2)(F)F